CC1NCCC1 L-2-methylpyrrolidine